N,N-diethyl-4-((6-nitro-1H-indol-3-yl)methyl)aniline C(C)N(C1=CC=C(C=C1)CC1=CNC2=CC(=CC=C12)[N+](=O)[O-])CC